3-Butoxy-7-(5,6-dihydro-4H-1,3-dithiin-1-ium-2-yl)-4,6-difluoro-dibenzothiophene C(CCC)OC=1C=CC2=C(SC3=C2C=CC(=C3F)C3=[S+]CCCS3)C1F